NC1(CN(CCC1O)C=1C=NC(=CC1CCl)C1=CC(=C(C=C1)F)F)CC(F)F 3-amino-1-(4-(chloromethyl)-6-(3,4-difluorophenyl)pyridin-3-yl)-3-(2,2-difluoroethyl)piperidin-4-ol